dimethyl 2-phenoxyfumarate O(C1=CC=CC=C1)/C(/C(=O)OC)=C\C(=O)OC